C(C)(=O)OC1=CC=C(C=C1)C1=CC2=C(N1C1=CC=C(C=C1)CCCC)C=C(N2C2=CC=C(C=C2)CCCC)C2=CC=C(C=C2)OC(C)=O 2,5-bis(4-acetoxyphenyl)-1,4-bis(4-n-butylphenyl)-1,4-dihydropyrrolo[3,2-b]pyrrole